(4-Bromophenyl)-3-chloro-4-fluorobenzene-1,2-diamine BrC1=CC=C(C=C1)C1=C(C(=C(C(=C1)N)N)Cl)F